Di-tert-butyl ((5-(4-(1,3-dioxoisoindolin-2-yl)butoxy)-1,3-phenylene)bis(methylene))bis((pyridin-2-ylmethyl)carbamate) O=C1N(C(C2=CC=CC=C12)=O)CCCCOC=1C=C(C=C(C1)CN(C(OC(C)(C)C)=O)CC1=NC=CC=C1)CN(C(OC(C)(C)C)=O)CC1=NC=CC=C1